bispentyl fumarate C(\C=C\C(=O)OCCCCC)(=O)OCCCCC